ClC1=CC(=C(C(=C1)O)O)C=NC1=CC(=CC(=C1)Cl)Cl 5-chloro-3-((3,5-dichlorophenylimino)-methyl)benzene-1,2-diol